NC1=CC=C(C=N1)N1C[C@@H](N(CC1)C(=O)OC(C)(C)C)C tert-butyl (S)-4-(6-aminopyridin-3-yl)-2-methylpiperazine-1-carboxylate